6-(4-fluorophenyl)pyridin FC1=CC=C(C=C1)C1=CC=CC=N1